C(CCCCCCC)P(CCCCCC)CCCCCCCC dioctylhexyl-phosphine